C(C)(C)(C)C1=NC=2CCN(C(C2C=C1)CN)C(=O)O.C(#C)C=1C(=NC(NC1)=O)N 5-ethynyl-cytosine tert-butyl-5-(aminomethyl)-7,8-dihydro-1,6-naphthyridine-6(5H)-carboxylate